benzyl-1,7-bis(3,4-dimethoxyphenyl)-5-hydroxyhept-1,4,6-trien-3-one C(C1=CC=CC=C1)C(=CC(C=C(C=CC1=CC(=C(C=C1)OC)OC)O)=O)C1=CC(=C(C=C1)OC)OC